1-imino-2,3,4,5-tetrahydro-1H-1λ4-benzo[f][1,4]thiazepine-1-oxide N=S1(CCNCC2=C1C=CC=C2)=O